C(C)(=O)C1=CN(C2=CC=C(C=C12)C(=O)NC=1C=NC=NC1)CC(=O)N(C(C)C)CC(=O)NCC1=C(C(=CC=C1)Cl)F 3-acetyl-1-(2-((2-((3-chloro-2-fluorobenzyl)amino)-2-oxoethyl)(isopropyl)amino)-2-oxoethyl)-N-(pyrimidin-5-yl)-1H-indole-5-carboxamide